N(N)C(OCC1CC(CC1)O[Si](C)(C)C(C)(C)C)=S O-((3-((tert-butyldimethylsilyl) oxy) cyclopentyl) methyl) hydrazinethiocarboxylate